N-tert-butylacetamide CC(=O)NC(C)(C)C